3-amino-2,6-dichloropyridine NC=1C(=NC(=CC1)Cl)Cl